methyl-1H-imidazole-1-carboxamide CC=1N(C=CN1)C(=O)N